BrC1=C(C=C2CC3=C(N(N=C3C(=O)N3C(COCC3)(C)C)C3=CC(=CC(=C3)Cl)Cl)C2=C1)OC [7-bromo-1-(3,5-dichlorophenyl)-6-methoxy-4H-indeno[1,2-c]pyrazol-3-yl]-(3,3-dimethylmorpholin-4-yl)methanone